C(#N)C1=CC=C(C=C1)C(C(=O)OCC)(C)C Ethyl 2-(4-cyanophenyl)-2-methyl-propionate